ClC=1C=C(C=CC1C1=NC(=C(C=C1)F)C#N)NS(=O)(=O)C1=CC2=C(OCO2)C=C1 N-(3-chloro-4-(6-cyano-5-fluoropyridin-2-yl)phenyl)benzo[d][1,3]Dioxole-5-sulfonamide